C(CCCCCCCC)(=O)[O-].CC(C)[NH3+] 2-methyl-2-ethyl-ammonium pelargonate